1-(5-(4-(p-tolyl)-1,4-diazepan-1-yl)pentyl)-1H-benzo[d]imidazol-2(3H)-one C1(=CC=C(C=C1)N1CCN(CCC1)CCCCCN1C(NC2=C1C=CC=C2)=O)C